C(C)(C)(C)OC(=O)N1CC(C1)C1=NN(C2=NC=CC(=C21)I)C2=C(C=C(C=C2)OC(F)(F)F)C 3-(4-iodo-1-(2-methyl-4-(trifluoromethoxy)phenyl)-1H-pyrazolo[3,4-b]pyridin-3-yl)azetidine-1-carboxylic acid tert-butyl ester